NC1=CC=C(C(=C1NC(CNC=1C=2N(N=C(C1)N1CCOCC1)C(=CN2)C#C)=O)F)F N-(6-amino-2,3-difluorophenyl)-2-((3-ethynyl-6-morpholinoimidazo[1,2-b]pyridazin-8-yl)amino)acetamide